4-methyl-N-(5-((2-methyl-5-((4-(trifluoromethyl)pyridin-2-yl)carbamoyl)phenyl)ethynyl)thiazol-2-yl)piperidine-1-carboxamide CC1CCN(CC1)C(=O)NC=1SC(=CN1)C#CC1=C(C=CC(=C1)C(NC1=NC=CC(=C1)C(F)(F)F)=O)C